OC[C@@H](CC(C)C)NC1=NC(=NC(=N1)CC(C)C1=CC=C(C=C1)C1CCOCC1)NS(=O)(=O)C N-(4-(((R)-1-Hydroxy-4-methylpentan-2-yl)amino)-6-(2-(4-(tetrahydro-2H-pyran-4-yl)phenyl)propyl)-1,3,5-triazin-2-yl)methanesulfonamide